O1C=CC2=C1C=CC(=C2)C(C(CC)N(C(OC(C)(C)C)=O)C)=O tert-butyl (1-(benzofuran-5-yl)-1-oxobutan-2-yl)(methyl)carbamate